OCCOC=1C=C(CN2C(C(=CC(=C2)C(=O)N[C@H]2[C@@H](C2)C)C(=O)NC)=O)C=CC1 (3-(2-hydroxyethoxy)benzyl)-N3-methyl-N5-((trans)-2-methylcyclopropyl)-2-oxo-1,2-dihydropyridine-3,5-dicarboxamide